C(C)(C)(C)OC(=O)N1CC2(C1)CC=CCC2 2-azaspiro[3.5]Non-6-ene-2-carboxylic acid tert-butyl ester